(P)-4-(4-propenoylpiperazin-1-yl)-7-(2-amino-3,5-dichloro-6-fluorophenyl)-6-chloro-1-(2-isopropyl-4-methylpyridin-3-yl)-2-oxo-1,2-dihydro-1,8-naphthyridine-3-carbonitrile C(C=C)(=O)N1CCN(CC1)C1=C(C(N(C2=NC(=C(C=C12)Cl)C1=C(C(=CC(=C1F)Cl)Cl)N)C=1C(=NC=CC1C)C(C)C)=O)C#N